(S)-2-((((9H-Fluoren-9-yl)methoxy)carbonyl)amino)-3-(4-(4-acetylpiperazin-1-yl)phenyl)propanoic acid C1=CC=CC=2C3=CC=CC=C3C(C12)COC(=O)N[C@H](C(=O)O)CC1=CC=C(C=C1)N1CCN(CC1)C(C)=O